6-(difluoromethyl)-5-fluoroisoquinoline FC(C=1C(=C2C=CN=CC2=CC1)F)F